2-((4-(5-fluoro-2-(3-trifluoromethoxyphenylamino)pyrimidin-4-ylamino)phenyl)(hydroxy)methyl)acrylonitrile FC=1C(=NC(=NC1)NC1=CC(=CC=C1)OC(F)(F)F)NC1=CC=C(C=C1)C(C(C#N)=C)O